C([C@@H](O)C)(=O)O[C@@H]1[C@H](O[C@H](C1)N1C2=NC=NC=C2N=C1)CO (2r,3s,5r)-2-(hydroxymethyl)-5-(9H-purin-9-yl)tetrahydrofuran-3-ol l-lactate